trans-4-((4-(2-Cyclopropyloxazol-4-yl)-pyridine-2-yl)((trans-4-(6-methoxy-5-methylpyridin-3-yl)-cyclohexyl)methyl)-carbamoyl)cyclohexyl 3-(dimethylamino)-azetidine-1-carboxylate CN(C1CN(C1)C(=O)O[C@@H]1CC[C@H](CC1)C(N(C[C@@H]1CC[C@H](CC1)C=1C=NC(=C(C1)C)OC)C1=NC=CC(=C1)C=1N=C(OC1)C1CC1)=O)C